OC=1C(C=CN2NCN(C(C21)=O)C)=O 5-hydroxy-3-methyl-2,3-dihydro-1H-pyrido[2,1-f][1,2,4]triazine-4,6-dione